FC1=CC[C@H](CC1)[C@@H](C(=O)NC1=CC=C(C=C1)C=1C(=[N+](C=CC1C)[O-])C)NC(=O)C1=CC=NN1C 3-(4-((S)-2-((S)-4-fluorocyclohex-3-en-1-yl)-2-(1-methyl-1H-pyrazole-5-carboxamido)acetamido)phenyl)-2,4-dimethylpyridine 1-oxide